pentamethylene diisocyanate C(CCCCN=C=O)N=C=O